CN1N=CC(=C1)S(=O)(=O)NC1=NC(=CC(=N1)C1=C(C=CC=C1)\C=C/CC(C)C)OC1=CC=C(C=C1)N1CCN(CC1)C 1-methyl-N-[4-[2-[(Z)-4-methylpent-1-enyl]phenyl]-6-[4-(4-methylpiperazin-1-yl)phenoxy]pyrimidin-2-yl]pyrazole-4-sulfonamide